1,3-dimethylimidazole bisulfate S(O)(O)(=O)=O.CN1CN(C=C1)C